N1(N=CN=C1)S(=O)(=O)C=1C=C(C=CC1)C(=O)N1CCN(CC1)C1=C(C=CC=C1)OC (3-((1H-1,2,4-triazol-1-yl)sulfonyl)-phenyl)(4-(2-methoxyphenyl)piperazin-1-yl)-methanone